N1CCNCC(CNCCNCCC1)C(=O)O 1,4,8,11-tetraazacyclotetradecane-6-carboxylic acid